Ethyl (thiophene-2-carbonyl)-L-valinate S1C(=CC=C1)C(=O)N[C@@H](C(C)C)C(=O)OCC